CC=1OC(=CN1)C=1C=C2C=C(N=CC2=CC1)NC(C1=CC(=NC=C1)N1CCN(CC1)C)=O N-(6-(2-Methyloxazol-5-yl)isoquinolin-3-yl)-2-(4-methylpiperazin-1-yl)Isonicotinamide